C(#N)C1=CC(=C(COC2=CC=CC(=N2)C2=CC(=C(CC3=NC4=C(N3CCOC)C=C(C(=C4)C)C(=O)O)C=C2F)F)C=C1)F 2-(4-(6-((4-cyano-2-fluorobenzyl)oxy)pyridin-2-yl)-2,5-difluorobenzyl)-1-(2-methoxyethyl)-5-methyl-1H-benzo[d]imidazole-6-carboxylic acid